The molecule is an aza-steroid that is 5beta-cholestane in which the carbon at position 25 is replaced by a nitrogen. It inhibits sitosterol-to-cholesterol conversion in Caenorhabditis elegans. It has a role as an EC 1.3.1.72 (Delta(24)-sterol reductase) inhibitor. It is an aza-steroid and a tertiary amine. C[C@H](CCCN(C)C)[C@H]1CC[C@@H]2[C@@]1(CC[C@H]3[C@H]2CC[C@H]4[C@@]3(CCCC4)C)C